(3R)-2'-(6-amino-5-{[1-(1,4-dimethyl-1H-pyrazol-5-yl)ethyl]oxy}pyridin-3-yl)-N-(propan-2-yl)-5',6'-dihydrospiro[pyrrolidine-3,4'-pyrrolo[1,2-b]pyrazole]-1-carboxamide NC1=C(C=C(C=N1)C=1C=C2N(N1)CC[C@]21CN(CC1)C(=O)NC(C)C)OC(C)C1=C(C=NN1C)C